tert-Butyl N-(3-cyano-3-hydroxy-cyclobutyl)carbamate C(#N)C1(CC(C1)NC(OC(C)(C)C)=O)O